COC1=CC=C(CN2N=C(C3C2N=CC=C3C(=O)O)CC=O)C=C1 1-(4-methoxybenzyl)-3-(2-oxoethyl)-3a,7a-dihydro-1H-pyrazolo[3,4-b]pyridine-4-carboxylic acid